NC=1C=2N(C3=CC(=C(C=C3N1)F)C(=O)N(C)CC1=C(C=C(C=C1)F)Cl)C=NC2 4-amino-N-(2-chloro-4-fluorobenzyl)-7-fluoro-N-methylimidazo[1,5-a]quinoxaline-8-carboxamide